N-[3-[2-(difluoromethoxy)-5-phenylsulfanyl-phenyl]-1-methyl-pyrazol-4-yl]pyrazolo[1,5-a]pyrimidine-3-carboxamide FC(OC1=C(C=C(C=C1)SC1=CC=CC=C1)C1=NN(C=C1NC(=O)C=1C=NN2C1N=CC=C2)C)F